sulfanilic acid, sodium salt [Na+].S(=O)(C1=CC=C(C=C1)N)(=O)[O-]